(2-methylmorpholin-2-yl)(4-(5-(trifluoromethyl)pyrimidin-2-yl)piperazin-1-yl)methanone CC1(CNCCO1)C(=O)N1CCN(CC1)C1=NC=C(C=N1)C(F)(F)F